COC1=C(C=CC(=C1)OC)CNC1=NC=CC2=CC(=NC=C12)NCC1=CC(=NC=C1)OCC1CC=2N(CC1)C=CN2 N1-[(2,4-dimethoxyphenyl)methyl]-N6-[[2-(5,6,7,8-tetrahydroimidazo[1,2-a]pyridin-7-ylmethoxy)-4-pyridinyl]methyl]-2,7-naphthyridine-1,6-diamine